1-(2-(difluoromethoxy)-5-((3-methoxyphenyl)sulfonyl)phenyl)-3-methyl-6-(pyrazolo[1,5-a]pyrimidin-3-yl)-1H-pyrazolo[4,3-c]pyridine FC(OC1=C(C=C(C=C1)S(=O)(=O)C1=CC(=CC=C1)OC)N1N=C(C=2C=NC(=CC21)C=2C=NN1C2N=CC=C1)C)F